ClC1=C(C=C(C(=C1)CNC1(CC1)C=1C=NC=CC1C1=C(C=CC=C1)OC1COC1)Cl)CCCCNC(=O)NC[C@@H]([C@H]([C@@H]([C@@H](CO)O)O)O)O 1-[4-(2,5-dichloro-4-([(1-{4-[2-(oxetan-3-yloxy)phenyl]pyridin-3-yl}cyclopropyl)amino]methyl)phenyl)butyl]-3-[(2S,3R,4R,5R)-2,3,4,5,6-pentahydroxyhexyl]urea